N,N'-diacryl-2,2-ethylenediamine C(=O)(C=C)NC(C)NC(=O)C=C